FC=1C(=NC(=NC1)NC=1C(=NN(C1)C1COC1)C)N1C=C(C2=CC(=CC=C12)NC(C=C)=O)C N-[1-[5-fluoro-2-[[3-methyl-1-(oxetan-3-yl)pyrazol-4-yl]amino]pyrimidin-4-yl]-3-methyl-indol-5-yl]prop-2-enamide